FC1(CCN(CCC1)C1=NC2=CC=CC=C2C(=C1C(=O)NC1=CC(=CC=C1)S(N)(=O)=O)C)F 2-(4,4-difluoroazepan-1-yl)-4-methyl-N-(3-sulfamoylphenyl)quinoline-3-carboxamide